O=C1NC(CCC1NC1=CC=C(C=C1)[C@H]1C(CN(CC1)C(=O)OC(C)(C)C)(F)F)=O tert-butyl (4S)-4-[4-[(2,6-dioxo-3-piperidyl)amino]phenyl]-3,3-difluoro-piperidine-1-carboxylate